FC1(CN(C1)CCO[C@@H]1[C@H]([C@H]([C@H](O[C@@]12CCCO2)CO)O)N2N=NC(=C2)C2=CC(=C(C(=C2)F)F)F)F 1-(3,3-difluoroazetidin-1-yl)-2-(((5S,7R,8R,9S,10R)-8-hydroxy-7-(hydroxymethyl)-9-(4-(3,4,5-trifluorophenyl)-1H-1,2,3-triazol-1-yl)-1,6-dioxaspiro[4.5]decan-10-yl)oxy)ethane